1,3-Dicyanobenzene C(#N)C1=CC(=CC=C1)C#N